CC1=C(C=CC(=C1)C1=NC2=CC=C(C=C2C=N1)C(F)(F)F)N1CCOC2=C(C1=O)NN=C2 7-(2-methyl-4-(6-(trifluoromethyl)quinazolin-2-yl)phenyl)-6,7-dihydro-1H-pyrazolo[3,4-f][1,4]oxazepin-8(5H)-one